CC1(OC[C@@H]1OC1=NN(C=C1NC=1N=CC2=C(N1)N(C(=C2)C#N)[C@H](COC)C)C([2H])([2H])[2H])C 2-((3-(((S)-2,2-dimethyloxetan-3-yl)oxy)-1-(methyl-d3)-1H-pyrazol-4-yl)amino)-7-((S)-1-methoxypropane-2-yl)-7H-pyrrolo[2,3-d]pyrimidine-6-carbonitrile